tert-butyl 4-((4-((1-(4-methoxybenzyl)-1H-indazol-6-yl)oxy)-3-methylphenyl)amino)-5,8-dihydropyrido[4',3':4,5]thieno[2,3-d]pyrimidine-7(6H)-carboxylate COC1=CC=C(CN2N=CC3=CC=C(C=C23)OC2=C(C=C(C=C2)NC=2C3=C(N=CN2)SC2=C3CCN(C2)C(=O)OC(C)(C)C)C)C=C1